COC(=O)C1=C(NC=2C[C@H](CC(C2[C@@H]1C1=CC(=CC=C1)O)=O)C1=C(C=CC=C1)OC)C (4S,7R)-4-(3-hydroxyphenyl)-7-(2-methoxyphenyl)-2-methyl-5-oxo-1,4,5,6,7,8-hexahydro-3-quinolinecarboxylic acid methyl ester